[Li+].[N-](S(=O)(=O)C(F)(F)F)S(=O)(=O)C(F)(F)F.FC(=C1CCN(CC1)CC1(CC1)CO)F [1-[[4-(difluoromethylene)-1-piperidinyl]methyl]cyclopropyl]methanol bis(trifluoromethanesulfonyl)imide lithium salt